methyl 3-(7-chloro-3-(2,6-dimethylphenyl)-2-oxo-3,4-dihydropyrimido[4,5-d]pyrimidin-1(2H)-yl)propanoate ClC1=NC=C2C(=N1)N(C(N(C2)C2=C(C=CC=C2C)C)=O)CCC(=O)OC